(S)-2-((((9H-fluoren-9-yl)methoxy)carbonyl)amino)octanoic acid C1=CC=CC=2C3=CC=CC=C3C(C12)COC(=O)N[C@H](C(=O)O)CCCCCC